ClC=1C=C(C(C=O)=CC1)O 4-chlorosalicylaldehyde